2-methoxyethyl [2-({2-chloro-4-fluoro-5-[3-methyl-2,6-dioxo-4-(trifluoromethyl)-3,6-dihydropyrimidin-1(2H)-yl]phenyl}sulfanyl)phenoxy]acetate ClC1=C(C=C(C(=C1)F)N1C(N(C(=CC1=O)C(F)(F)F)C)=O)SC1=C(OCC(=O)OCCOC)C=CC=C1